ClC1=CC=C(C=C1)S(=O)(=O)C=1C=NC2=CC=CC=C2C1C1=CC=CC=C1 3-((4-chlorophenyl)sulfonyl)-4-phenylquinoline